1-(2-(2,2-difluoroethoxy)-5-fluoropyridin-4-yl)-3-(2-hydroxypropan-2-yl)-N-(4-methyl-1,1-dioxidotetrahydro-2H-thiopyran-4-yl)-1H-pyrazolo[3,4-b]pyridine-5-carboxamide FC(COC1=NC=C(C(=C1)N1N=C(C=2C1=NC=C(C2)C(=O)NC2(CCS(CC2)(=O)=O)C)C(C)(C)O)F)F